C(C1=CC=CC=C1)N1CCC(CC1)(CCC1=CC=CC=C1)COCC 1-benzyl-4-(ethoxymethyl)-4-phenethylpiperidine